FC(C1=NN=C(O1)C=1C=NC(=NC1)NC(CC1=C(C=CC=C1)NS(=O)(=O)C)C1=CC=C(C=C1)F)F N-(2-(2-((5-(5-(difluoromethyl)-1,3,4-oxadiazol-2-yl)pyrimidin-2-yl)amino)-2-(4-fluorophenyl)ethyl)phenyl)methanesulfonamide